COCCN1N=CC(=C1)C1=CC=2N(C=N1)C(=CN2)N2CCN(CC2)C(=O)OC(C)(C)C tert-butyl 4-(7-(1-(2-methoxyethyl)-1H-pyrazol-4-yl)imidazo[1,2-c]pyrimidin-3-yl)piperazine-1-carboxylate